2-(4-(8-((4-(4-((1R,3R)-3-aminocyclopentane-1-carbonyl)piperazine-1-carbonyl)-3-chlorophenyl)amino)imidazo[1,2-a]pyrazin-3-yl)-3-(trifluoromethyl)-1H-pyrazol-1-yl)acetonitrile N[C@H]1C[C@@H](CC1)C(=O)N1CCN(CC1)C(=O)C1=C(C=C(C=C1)NC=1C=2N(C=CN1)C(=CN2)C=2C(=NN(C2)CC#N)C(F)(F)F)Cl